C(C)(C)(C)OC(=O)N1C[C@](CC1)(NC1=CC=C2C(=CC=NC2=C1)C)C1=C(C=CC=C1Cl)C.ClC1=CC=C2\C(\C(NC2=C1)=O)=C/C1=C(C(=CC=C1)Cl)F (E)-6-chloro-3-(3-chloro-2-fluorobenzylidene)indol-2-one tert-butyl-(R)-3-(3-chloro-2-tolyl)-3-(4-methyl-7-quinolylamino)-1-pyrrolidinecarboxylate